nonadecan-4,13-dione CCCC(CCCCCCCCC(CCCCCC)=O)=O